2-vinyl-5,5-dimethyl-2-oxazoline C(=C)C=1OC(CN1)(C)C